(difluoromethoxy)-2-(methyl-d3)-4-nitro-3,6-dihydro-3,6-methanobenzo[c]azocin FC(OC1N(C2C(=CC(C3=C1C=CC=C3)C2)[N+](=O)[O-])C([2H])([2H])[2H])F